BrC=1C(=C(C=CC1)C(C)=N[S@](=O)C(C)(C)C)C (R)-N-(1-(3-bromo-2-methylphenyl)ethylidene)-2-methylpropane-2-sulfinamide